benzyl (R)-(1-(3,3-difluoroazetidin-1-yl)propan-2-yl)carbamate FC1(CN(C1)C[C@@H](C)NC(OCC1=CC=CC=C1)=O)F